C1(=CC=CC=C1)S(=O)(=O)C1=CC=C(C=C1)CNC(=O)C1=CC=2C=NC=CC2N1C N-{[4-(benzenesulfonyl)phenyl]methyl}-1-methyl-1H-pyrrolo[3,2-c]pyridine-2-carboxamide